O=C1NC(CCC1N1C(C2=CC=C(C=C2C1=O)OCCCCCCN1N=CC(=C1)C1=NC2=CC=CC=C2N=C1)=O)=O 2-(2,6-Dioxopiperidin-3-yl)-5-((6-(4-(quinoxalin-2-yl)-1H-pyrazol-1-yl)hexyl)oxy)isoindoline-1,3-dione